Cl.FC=1C=C(C=C(C1N1CCN(CC1)CC1(CCNCC1)F)F)NC1C(NC(CC1)=O)=O 3-((3,5-difluoro-4-(4-((4-fluoropiperidin-4-yl)methyl)piperazin-1-yl)phenyl)amino)piperidine-2,6-dione hydrochloride